3-ethyl-2-oxo-2,3-dihydro-1H-imidazole-4-carboxylic acid C(C)N1C(NC=C1C(=O)O)=O